2-(2-((5-(8-aminoquinolin-4-yl)-1-isopropyl-1H-indazol-3-yl)methoxy)phenyl)acetic acid NC=1C=CC=C2C(=CC=NC12)C=1C=C2C(=NN(C2=CC1)C(C)C)COC1=C(C=CC=C1)CC(=O)O